(S)-1-oxa-6-azaspiro[3.5]nonane O1CC[C@@]12CNCCC2